N-(5-(2-(1-azaspiro[3.3]heptan-1-yl)acetamido)-2-methylpyridin-3-yl)-2-(1-methyl-1H-pyrazol-4-yl)-1H-pyrrolo[2,3-b]pyridine-5-carboxamide N1(CCC12CCC2)CC(=O)NC=2C=C(C(=NC2)C)NC(=O)C=2C=C1C(=NC2)NC(=C1)C=1C=NN(C1)C